FC=1C=C(C=CC1)C1=NN(C2=C(C=CC=C12)C(=O)N1CCC(CC1)C1=NC2=C(N1C(C)C1=CC=CC=C1)C=CC=C2)C (3-(3-fluorophenyl)-1-methyl-1H-indazol-7-yl)(4-(1-(1-phenylethyl)-1H-benzo[d]imidazol-2-yl)piperidin-1-yl)methanone